(+/-)-cis-3-ethylpiperidin-4-ol TFA salt OC(=O)C(F)(F)F.C(C)[C@@H]1CNCC[C@@H]1O |r|